C1(=CC=CC=C1)CC=C phenyl-prop-2-ene